BrC=1C=C2C(=NC1)NC=C2C(=O)NC=2C=NC=CC2C2=CC=CC=C2 5-bromo-N-(4-phenylpyridin-3-yl)-1H-pyrrolo[2,3-b]pyridine-3-carboxamide